5-methoxy-N1-(2-methoxyphenyl)-N1,2-dimethylbenzene-1,3-diamine COC=1C=C(C(=C(C1)N(C)C1=C(C=CC=C1)OC)C)N